NC1CC(CC1)C(C)(C)N 2-(3-aminocyclopentyl)-2-propylamine